C(C)(=O)N[C@@H](CCC(=O)O)C(=O)N1[C@@H](C[C@H](C1)F)C(N[C@H](C1=CC=C(C=C1)C(C)C)C1=CC=CC=C1)=O (4S)-4-acetamido-5-[(2S,4R)-4-fluoro-2-{[(S)-phenyl[4-(propan-2-yl)phenyl]methyl]carbamoyl}pyrrolidin-1-yl]-5-oxopentanoic acid